ClC1=C(C(=O)N2CCC(CC2)C(=O)NC2CN(CC2)C(=O)OC(C)(C)C)C=CC(=C1)NC(=O)C=1N(C(=CN1)C=1C(=NC(=C(C1)F)N(C)C)F)C tert-butyl 3-[[1-[2-chloro-4-[[5-[6-(dimethylamino)-2,5-difluoro-3-pyridyl]-1-methyl-imidazole-2-carbonyl]amino]benzoyl]piperidine-4-carbonyl]amino]pyrrolidine-1-carboxylate